4-bromo-4'-iodo-1,1'-biphenyl BrC1=CC=C(C=C1)C1=CC=C(C=C1)I